C(C(=C)C)(=O)OCCCC1=C(C(=C(C=C1)OC)OC)OC 3-(methacryloyloxy)propyltrimethoxy-benzene